4-(3-amino-4-fluorobenzyl)piperidine-1-carboxylic acid tert-butyl ester C(C)(C)(C)OC(=O)N1CCC(CC1)CC1=CC(=C(C=C1)F)N